3-(3-Methoxyoctylsulfanyl)hexanal COC(CCSC(CC=O)CCC)CCCCC